CC1=C(C=CC=C1)C=CC(C)=O 4-(2-methylphenyl)-3-buten-2-one